C1(CC1)C1=CC(=C(C=C1)CC(=O)OC)OS(=O)(=O)C(F)(F)F Methyl 2-(4-cyclopropyl-2-(((trifluoromethyl)sulfonyl)oxy)phenyl)acetate